C1(CC1)CN1C(=CC=2C1=NC(=CC2)C=2C(=NC=CC2)C(F)(F)F)C=2N=C1N(C(=CC(=C1)C=O)OC)C2C [2-[1-(cyclopropylmethyl)-6-[2-(trifluoromethyl)pyridin-3-yl]pyrrolo[2,3-b]pyridin-2-yl]-5-methoxy-3-methylimidazo[1,2-a]pyridin-7-yl]methanone